tert-butyl 4-(5-bromothiazol-2-yl)-4-hydroxy-piperidine-1-carboxylate BrC1=CN=C(S1)C1(CCN(CC1)C(=O)OC(C)(C)C)O